ClC1=C(OC=2C=CC(=C(C(=O)NS(=O)(=O)C)C2)[N+](=O)[O-])C=CC(=C1)C(F)(F)F 5-(2-chloro-4-trifluoromethyl-phenoxy)-N-methanesulfonyl-2-nitrobenzamide